(2-((3-(1-(4-(5-(difluoromethyl)-1,3,4-oxadiazol-2-yl)-2,6-difluorobenzyl)-1H-1,2,3-triazol-4-yl)phenyl)amino)-2-oxoethyl)carbamic acid tert-butyl ester C(C)(C)(C)OC(NCC(=O)NC1=CC(=CC=C1)C=1N=NN(C1)CC1=C(C=C(C=C1F)C=1OC(=NN1)C(F)F)F)=O